3-(3-{[(tert-butyldimethylsilyl)oxy]methyl}cyclobutoxy)-6-chloro-N-[(2,4-dimethoxyphenyl)methyl]pyridazin-4-amine [Si](C)(C)(C(C)(C)C)OCC1CC(C1)OC=1N=NC(=CC1NCC1=C(C=C(C=C1)OC)OC)Cl